(7-(6-(1-methylcyclopropyl)pyridin-2-yl)-2-azaspiro[3.5]nonan-2-yl)methanone CC1(CC1)C1=CC=CC(=N1)C1CCC2(CN(C2)C=O)CC1